CC1(CCN(CC1)C=1OC2=C(C=C(C=C2C(C1)=O)C)[C@@H](CC)NC1=C(C(=O)O)C=CC=C1)C (R)-2-((1-(2-(4,4-dimethylpiperidin-1-yl)-6-methyl-4-oxo-4H-chromen-8-yl)propyl)amino)benzoic acid